FC(CCOC=1C(=NC(=NC1)N(CC1=CC=C(C=C1)OC)CC1=CC=C(C=C1)OC)OC)F 5-(3,3-difluoropropoxy)-4-methoxy-N,N-bis[(4-methoxyphenyl)methyl]pyrimidin-2-amine